ClC1=NC=C(C=C1)C=C 2-chloro-5-vinylpyridine